(1r,3r)-3-((4-methoxy-5-(pyrazolo[1,5-a]pyridin-5-yl)-7H-pyrrolo[2,3-d]pyrimidin-2-yl)amino)-N,N,1-trimethylcyclobutane-1-carboxamide COC=1C2=C(N=C(N1)NC1CC(C1)(C(=O)N(C)C)C)NC=C2C2=CC=1N(C=C2)N=CC1